2-Chloro-5-({[(1-hydroxycyclopropyl)carbonyl]amino}methyl)-N-{1-[4-(trifluoromethyl)phenyl]-1H-indazol-4-yl}benzamide ClC1=C(C(=O)NC2=C3C=NN(C3=CC=C2)C2=CC=C(C=C2)C(F)(F)F)C=C(C=C1)CNC(=O)C1(CC1)O